N-[2-(2-methacryloyloxyethylaminocarbonyloxy)ethyl]-p-toluidine C(C(=C)C)(=O)OCCNC(=O)OCCNC1=CC=C(C=C1)C